C(C)(C)(C)[Si](C)(C)OCCC=1NC(=C(N1)Br)Br tert-butyl-[2-(4,5-dibromo-1H-imidazol-2-yl)ethoxy]-dimethyl-silane